ClC=1C(=CC2=C(N(C=N2)CC)C1)C#CC1=NN(C(=C1C(=O)N)NC)[C@@H]1CN([C@H](C1)COC)C(C=C)=O 3-[2-(6-chloro-1-ethyl-1,3-benzodiazol-5-yl)ethynyl]-1-[(3S,5R)-5-(methoxymethyl)-1-(prop-2-enoyl)pyrrolidin-3-yl]-5-(methylamino)pyrazole-4-carboxamide